1-(6-(4-amino-7-methyl-5-(4-(pyrimidin-2-yloxy)phenyl)-7H-pyrrolo[2,3-d]pyrimidin-6-yl)-2-azaspiro[3.3]heptan-2-yl)prop-2-en-1-one NC=1C2=C(N=CN1)N(C(=C2C2=CC=C(C=C2)OC2=NC=CC=N2)C2CC1(CN(C1)C(C=C)=O)C2)C